OC(CCO[Si]1(OCCC(O1)C)CCCSC(C)=O)C thioacetic acid S-[2-(3-hydroxy-3-methylpropoxy)-4-methyl-[1,3,2]dioxasilinan-2-ylpropyl] ester